NC=1C=C(C=CC1)S(=O)(=O)NC1=CC=CC=C1 3-amino-N-phenyl-benzenesulfonamide